3-(6-(2H-1,2,3-triazol-2-yl)pyrid-3-yl)-1-(2,6-difluorobenzyl)-5-((dimethyl-amino)methyl)-6-(4-nitrophenyl)thieno[2,3-d]pyrimidine-2,4(1H,3H)-dione N=1N(N=CC1)C1=CC=C(C=N1)N1C(N(C2=C(C1=O)C(=C(S2)C2=CC=C(C=C2)[N+](=O)[O-])CN(C)C)CC2=C(C=CC=C2F)F)=O